L-2-aminobenzimidazole NC=1NC2=C(N1)C=CC=C2